N-(4-(4-(4-chloro-6-cyanopyrimidin-2-yl)piperazine-1-sulfonimidoyl)phenyl)-2-(N-methylmethylsulfonamido)benzamide ClC1=NC(=NC(=C1)C#N)N1CCN(CC1)S(=O)(=N)C1=CC=C(C=C1)NC(C1=C(C=CC=C1)N(S(=O)(=O)C)C)=O